CN(CC1=NC=CC=C1)C(C1=NC=CC=C1)C1=NC=CC=C1 N-methyl-N-(pyridin-2-yl-methyl)-bis(pyridin-2-yl)methylamine